F[C@H]1[C@]2(C=C[C@@](C[C@@H]1OC1=CC=C(N=N1)C1=C(C=C(C=C1)N1C=NC=C1)O)(N2C)C)C 2-(6-(((1R,2S,3S,5R)-2-fluoro-1,5,8-trimethyl-8-azabicyclo[3.2.1]oct-6-en-3-yl)oxy)pyridazin-3-yl)-5-(1H-imidazol-1-yl)phenol